S1C=NC2=C1C=C(C=C2)C(C)N2C[C@@H](N(C[C@H]2CC)C=2C=1C(N(C(N2)=O)C)=CN(N1)CC#N)CC 2-(7-((2S,5R)-4-(1-(benzo[d]thiazol-6-yl)ethyl)-2,5-diethylpiperazin-1-yl)-4-methyl-5-oxo-4,5-dihydro-2H-pyrazolo[4,3-d]pyrimidin-2-yl)acetonitrile